collidine-HCl Cl.N1=C(C=C(C=C1C)C)C